CNN1C=CC=C(N1)C(=O)[O-] 6-aza-6-(methylamino)pyridine-2-carboxylate